4-(2-(2-(1-methyl-1H-pyrazol-4-yl)ethoxy)-6-(3-(6-methylpyridin-2-yl)-1H-pyrazol-1-yl)pyrimidin-4-yl)morpholine CN1N=CC(=C1)CCOC1=NC(=CC(=N1)N1CCOCC1)N1N=C(C=C1)C1=NC(=CC=C1)C